C(=O)(OCC1C2=CC=CC=C2C2=CC=CC=C12)C(C(C(=O)O)(N)C(=O)OCC1C2=CC=CC=C2C2=CC=CC=C12)CCC(C(=O)O)N DI-Fmoc-2,6-Diaminoheptanedioic Acid